NC1=NC=NN2C1=C(C=C2C=2C=C(C(=NC2)OC)C(=O)N[C@@H]2CN(C[C@@H]2F)C2C(CCCC2)(C)O)C(F)(F)F 5-[4-amino-5-(trifluoromethyl)-pyrrolo[2,1-f][1,2,4]triazin-7-yl]-N-[(3R,4S)-4-fluoro-1-(2-hydroxy-2-methylcyclohexyl)pyrrolidin-3-yl]-2-methoxypyridine-3-carboxamide